1,2-dihydroxymethyl-ethyl-hexane OCC(CCO)CCCCCC